3-hydroxy-3-(4-methoxyphenyl)azetidine-1-carboxylic acid tert-butyl ester C(C)(C)(C)OC(=O)N1CC(C1)(C1=CC=C(C=C1)OC)O